C1(CCCC1)NC(C[C@H]1C[C@H](N(C1)C=1C2=C(N=C(N1)C)C1=C(O2)C=CC=C1)C(=O)O)=O (2S,4R)-4-(2-(cyclopentylamino)-2-oxoethyl)-1-(2-methylbenzofuro[3,2-d]pyrimidin-4-yl)pyrrolidine-2-carboxylic acid